1-allyl-2-(4-bromophenyl)-1,2,3,4-tetrahydroisoquinoline C(C=C)C1N(CCC2=CC=CC=C12)C1=CC=C(C=C1)Br